BrCCCCCCCCCC(CCCCCCCCC)O[Si](C)(C)C(C)(C)C ((1-bromononadecan-10-yl)oxy)(tert-butyl)dimethylsilane